ClC1=C(C(=CC=C1C)Cl)NC1=C(C(=O)OCCN(CC)CC)C=CC=C1 diethylaminoethyl 2-[(2,6-dichloro-3-methylphenyl)amino]benzoate